C(C)OC(CC1=NNC=C1)=O.N1=C(C=CC=C1)N1N=C(C=C1)CC(=O)OCC ethyl 2-[1-(pyridin-2-yl)-1H-pyrazol-3-yl]acetate Ethyl-2-(1H-pyrazol-3-yl)acetate